BrC=1C(NC(=NC1)COC)=O 5-bromo-2-(methoxymethyl)pyrimidin-4(3H)-one